4-dimethylaminomethyl-[1,3]Dioxolane CN(C)CC1OCOC1